FC1=CC2=C(N(C(=N2)N2C[C@@H]3[C@H](OCCN3)CC2)[C@H](C)C2=CC=C(C=N2)C#N)C(=C1)F 6-((1R)-1-(5,7-difluoro-2-((4aR,8aR)-hexahydro-2H-pyrido[4,3-b][1,4]oxazin-6(5H)-yl)-1H-benzimidazol-1-yl)ethyl)-3-pyridinecarbonitrile